COC=1C=C(CC(Br)O)C=CC1OC 3,4-dimethoxybromophenethyl alcohol